CC1=CC=C(C=C1)S(=O)(=O)O.ClC=1C(=C(C=CC1)NC(=O)C1=CC(=CC=2NC(=NC21)COC)NC(=O)C2=C(C=CC=C2)C(F)(F)F)C N-(3-chloro-2-methylphenyl)-2-(methoxymethyl)-6-({[2-(trifluoromethyl)phenyl]carbonyl}amino)-1H-benzimidazole-4-carboxamide 4-methylbenzenesulfonate